(S)-N-{(S)-1-[2-(Benzo[d]isoxazol-3-yl)phenyl]-2-[6-(3,5-dimethylisoxazol-4-yl)pyridine-2-yl]ethyl}-2-methylpropane-2-sulfinamide O1N=C(C2=C1C=CC=C2)C2=C(C=CC=C2)[C@H](CC2=NC(=CC=C2)C=2C(=NOC2C)C)N[S@@](=O)C(C)(C)C